4-(1-(2-(4,6-dichloro-2-methyl-1H-indol-3-yl)ethyl)-1H-1,2,3-triazol-4-yl)-3-butanol ClC1=C2C(=C(NC2=CC(=C1)Cl)C)CCN1N=NC(=C1)CC(CC)O